[Si](C)(C)(C(C)(C)C)C=1C(N(C2=CC(=C(C=C2N1)C)C)C)=O 3-(tert-butyldimethylsilyl)-1,6,7-trimethylquinoxalin-2(1H)-one